OC=1C=C2C(=CNC2=CC1OC)CCNC(C)=O N-[2-(5-Hydroxy-6-Methoxy-1H-indol-3-yl)ethyl]acetamide